C(#N)C1=CC=C(C=C1)C(CCC1CC1)=NS(=O)C(C)(C)C (+)-N-(1-(4-cyanophenyl)-3-cyclopropylpropylidene)-2-methylpropane-2-sulfinamide